CC1=C(C(=CC=C1)NC(=O)CCCl)C 3-chloro-N-(2,3-dimethylphenyl)propanamide